N,N-dimethyl-(1R,2R)-diphenylethylenediamine CN(C(C1=CC=CC=C1)C(N)C1=CC=CC=C1)C